BrC=1C(=C(C(=O)N(C)C)C=C(C1)C)CO 3-bromo-2-(hydroxymethyl)-N,N,5-trimethyl-benzamide